Cl.CN1N=C(C2=CC(=CC=C12)OC[C@H]1CNCC1)C1C(NC(CC1)=O)=O 3-(1-methyl-5-(((R)-pyrrolidin-3-yl)methoxy)-1H-indazol-3-yl)piperidine-2,6-dione hydrochloride